N-(bis(2,6-dimethoxyphenyl)phosphino)-2,7-bis(3,5-di-tert-butylphenyl)-9H-carbazole-9-carboxamide COC1=C(C(=CC=C1)OC)P(NC(=O)N1C2=CC(=CC=C2C=2C=CC(=CC12)C1=CC(=CC(=C1)C(C)(C)C)C(C)(C)C)C1=CC(=CC(=C1)C(C)(C)C)C(C)(C)C)C1=C(C=CC=C1OC)OC